5-[3-(2-methylphenyl)-1,2,4-oxadiazol-5-yl]-1-(oxan-4-yl)-1H-1,2,3-benzotriazole CC1=C(C=CC=C1)C1=NOC(=N1)C1=CC2=C(N(N=N2)C2CCOCC2)C=C1